3-methoxymethoxy-8-((triisopropylsilyl)ethynyl)naphthalene COCOC=1C=CC2=C(C=CC=C2C1)C#C[Si](C(C)C)(C(C)C)C(C)C